C(CCCCCCC)C1(C2=CC(C=CC2=C2C=CC(C=C12)=O)=O)CCCCCCCC 9,9-dioctylfluorene-2,7-dione